7-morpholino-5-[(2E)-2-(m-tolylmethylene)hydrazino]-N-(3-pyridyl)oxazolo[5,4-d]pyrimidine-2-carboxamide O1CCN(CC1)C=1C2=C(N=C(N1)N/N=C/C=1C=C(C=CC1)C)OC(=N2)C(=O)NC=2C=NC=CC2